2,2-dimethylpropyl α-propanoyloxyisobutyrate C(CC)(=O)OC(C(=O)OCC(C)(C)C)(C)C